C(C1=CC=CC=C1)S(=O)(=O)O alpha-toluenesulfonic acid